(1R,3s,5S)-3-amino-8-azabicyclo[3.2.1]octane-8-carboxylic acid tert-butyl ester C(C)(C)(C)OC(=O)N1[C@H]2CC(C[C@@H]1CC2)N